Cl.N[C@H](CC1=C(C2=NC(=CC(=C2S1)NCC=1SC=CN1)Cl)Cl)CC 2-[(2S)-2-aminobutyl]-3,5-dichloro-N-[(1,3-thiazol-2-yl)methyl]thieno[3,2-b]pyridin-7-amine hydrochloride